CN1N=NN=C1C(C1=CC=CC=C1)=NOCC1=CC=CC(=N1)NC(OCCCCC)=O pentyl {6-[({[(1-methyl-1H-tetrazol-5-yl) (phenyl)methylidene]amino}oxy)methyl]pyridin-2-yl}carbamate